tert-butyl 2-(2,6-dimethylphenyl)-3-(4-methoxyphenyl)-2,4,6,7-tetrahydro-5H-pyrazolo[4,3-c]pyridine-5-carboxylate CC1=C(C(=CC=C1)C)N1N=C2C(CN(CC2)C(=O)OC(C)(C)C)=C1C1=CC=C(C=C1)OC